tert-Butyl 2-(3-acetyl-7-cyano-5-(2-methylpyrimidin-5-yl)-1H-indazol-1-yl)acetate C(C)(=O)C1=NN(C2=C(C=C(C=C12)C=1C=NC(=NC1)C)C#N)CC(=O)OC(C)(C)C